Cl.CN1CCO[C@@H](C2=C(C1)C=CC=C2)C2=CC=CC=C2 (R)-3,4,5,6-tetrahydro-5-methyl-1-phenyl-1H-2,5-benzoxazocine hydrochloride